FC=1C(=NC=C(C(=O)O)C1)N1CCC2(CC2)CC1 5-fluoro-6-(6-azaspiro[2.5]oct-6-yl)nicotinic acid